NC=1N=NC(=CC1N1CCC(CC1)(C(=O)N1CC2(C1)CN(CC2)C(=O)OC(C)(C)C)C2=CC=CC=C2)C2=C(C=CC=C2)O tert-butyl 2-(1-(3-amino-6-(2-hydroxyphenyl)pyridazin-4-yl)-4-phenylpiperidine-4-carbonyl)-2,6-diazaspiro[3.4]octane-6-carboxylate